N-methyl-N-(5-bromophenyl)methylpropanamide CN(C(CC)=O)CC1=CC=CC(=C1)Br